(R)-N-(9-(2-hydroxypropyl)-9H-purin-6-yl)acetamide O[C@@H](CN1C2=NC=NC(=C2N=C1)NC(C)=O)C